1-(2-(4-((3-chloro-1-ethyl-1H-pyrazol-4-yl)methyl)-2-methyloxazol-5-yl)-5-fluorophenyl)ethan ClC1=NN(C=C1CC=1N=C(OC1C1=C(C=C(C=C1)F)CC)C)CC